Pentan-diol C(CCCC)(O)O